CC(C)(C)OC(=O)NC(C(=O)OC)P(=O)(OC)OC boc-α-phosphonoglycine trimethyl ester